N-((S)-1-(4-((2-chloro-7-((S)-1-methoxyethyl)-[1,2,4]triazolo[1,5-a]pyrimidin-6-yl)amino)phenyl)-2,2,2-trifluoroethyl)-N-methylpyrrolidine-3-carboxamide ClC1=NN2C(N=CC(=C2[C@H](C)OC)NC2=CC=C(C=C2)[C@@H](C(F)(F)F)N(C(=O)C2CNCC2)C)=N1